FC1(CCC2=C1N=C(N=C2C=2C=NN(C2)[C@@H]2CNCC2)N2[C@H](CC2)C)F 7,7-difluoro-2-((S)-2-methylazetidin-1-yl)-4-(1-((S)-pyrrolidin-3-yl)-1H-pyrazol-4-yl)-6,7-dihydro-5H-cyclopenta[d]pyrimidine